NC1=NC=C(C2=CC(=C(C=C12)C#N)C1=C(C=CC=C1C)F)C=1C=NC(=CC1)N1CCN(CC1)C 1-Amino-6-(2-fluoro-6-methylphenyl)-4-(6-(4-methylpiperazin-1-yl)pyridin-3-yl)isoquinoline-7-carbonitrile